(2S)-1-[(2R)-2-phenyl-2-{[(propan-2-yloxy)carbonyl]amino}acetyl]pyrrolidin C1(=CC=CC=C1)[C@H](C(=O)N1CCCC1)NC(=O)OC(C)C